C1(=CC=CC=C1)C=1OC(OC1C1=CC=CC=C1)=O 4,5-diphenyl-1,3-dioxol-2-one